Cl.ClC/1=C(CCC\C1=C/NC1=CC=CC=C1)C=NC1=CC=CC=C1 N-(((E)-2-chloro-3-((phenylamino)methylene)cyclohex-1-enyl)methylene)aniline monohydrochloride